divinyl homophthalate C(CC=1C(C(=O)OC=C)=CC=CC1)(=O)OC=C